p-chlorophenyl-β-ethoxycarbonyl sulfide ClC1=CC=C(C=C1)C(C)OC(=O)SC(=O)OC(C)C1=CC=C(C=C1)Cl